(2,3-dihydroxynaphthyl)tetraphenyl-phosphonium bromide [Br-].OC1=C(C2=CC=CC=C2C=C1O)C1=C(C=CC=C1)[P+](C1=CC=CC=C1)(C1=CC=CC=C1)C1=CC=CC=C1